3-(4'-chloro-1',2'-dihydrospiro[cyclopropane-1,3'-pyrrolo[2,3-b]pyridin]-5'-yl)-2-fluoro-N-methylbenzamide ClC1=C2C(=NC=C1C=1C(=C(C(=O)NC)C=CC1)F)NCC21CC1